C(CCC)C1N(S(C2=C(N(C1)C1=CC=CC=C1)C=C(C(=C2)O\C=C(\C(=O)O)/F)SCC)(=O)=O)C (Z)-3-((3-butyl-7-(ethylthio)-2-methyl-1,1-dioxido-5-phenyl-2,3,4,5-tetrahydro-1,2,5-benzothiadiazepin-8-yl)oxy)-2-fluoroacrylic acid